Cl.Cl.CNC1C(CCCC1)NC N1,N2-dimethylcyclohexane-1,2-diamine dihydrochloride